ClC1=CC(=C(C=N1)C1=NC=C(C=C1F)CN1CCC(CC1)O)NCC[C@@H](C)O (R)-1-((6'-Chloro-3-fluoro-4'-((3-hydroxybutyl)amino)-[2,3'-bipyridin]-5-yl)methyl)piperidin-4-ol